O=C1N(C(CC1)=O)OC(=O)C1=CN=C(S1)NC1=CC=C2C(C=C(N(C2=C1)C)C(F)(F)F)=O 2-((1-methyl-4-oxo-2-(trifluoromethyl)-1,4-dihydroquinolin-7-yl)amino)thiazole-5-carboxylic acid-2,5-dioxopyrrolidin-1-yl ester